2-trifluoromethyl-oxazole FC(C=1OC=CN1)(F)F